(S)-2-acetamido-N1-(2-(((3-(5-iodo-2-methoxyphenyl)-2,6-dioxotetrahydropyrimidin-1(2H)-yl)methyl)amino)-2-oxoethyl)succinamide C(C)(=O)N[C@H](C(=O)NCC(=O)NCN1C(N(CCC1=O)C1=C(C=CC(=C1)I)OC)=O)CC(=O)N